Cl.NC(C(=O)N1CCN(CC1)C(=O)NC1=NC(N(C=C1)C1=CC=C(C=C1)CN1C[C@H]([C@@H](CC1)N)CC)=O)(C)C 4-(2-Amino-2-methylpropanoyl)-N-(1-(4-(((trans)-4-amino-3-ethylpiperidin-1-yl)methyl)phenyl)-2-oxo-1,2-dihydropyrimidin-4-yl)piperazine-1-carboxamide hydrochloride salt